ClC=1C=C(C=CC1C(=O)N1CCN(CC1)S(=O)(=O)C1CNCC1)NC(=O)C=1N(C(=CN1)C1=C(C(=C(C=C1)OC)F)F)C N-[3-chloro-4-(4-pyrrolidin-3-ylsulfonylpiperazine-1-carbonyl)phenyl]-5-(2,3-difluoro-4-methoxy-phenyl)-1-methyl-imidazole-2-carboxamide